C1(=CC=C(C=C1)N(C1=C(C=2C(C=3C=CC=C(C3C2C(=C1[2H])[2H])[2H])(C)C)[2H])C1=CC=C(C=C1)C1=C(C(=C2N(C3=C(C(=C(C(=C3C2=C1[2H])[2H])[2H])[2H])[2H])C1=C(C(=C(C(=C1[2H])[2H])[2H])[2H])[2H])[2H])[2H])C1=CC=CC=C1 N-(biphenyl-4-yl)-N-{4-[9-(phenyl-2,3,4,5,6-d5)-9H-carbazol-3-yl-1,2,4,5,6,7,8-d7]phenyl}-9,9-dimethyl-9H-fluoren-2-amine-d4